ClC1=CC2=C(OC3=C2C=CC=C3)C(=C1)B1OC(C(O1)(C)C)(C)C 2-(2-chlorodibenzo[b,d]furan-4-yl)-4,4,5,5-tetramethyl-1,3,2-dioxaborolane